11-hydroxy-7-methoxy-2-methylene-5-oxo-2,3,11,11a-tetrahydro-1H-benzo[e]pyrrolo[1,2-a][1,4]diazepin-10(5H)-carboxylate OC1C2N(C(C3=C(N1C(=O)[O-])C=CC(=C3)OC)=O)CC(C2)=C